C(C)(C)(C)OC(=O)N1C[C@H](C[C@@H]1C)C(=O)O (3S,5S)-1-(tert-butoxycarbonyl)-5-methylpyrrolidine-3-carboxylic acid